C(C)(=O)N1CCC(CC1)CN (1-acetylhexahydropyridin-4-yl)methanamine